CC1=CC=C(C=C1)\C=C\C(=O)C1=C(C=C(C(=C1)CN1CCOCC1)OC)O 4-methyl-2'-hydroxy-4'-methoxy-5'-morpholinomethyl-chalcone